C(#N)C1=CC=C(C=C1)C=1N=C(SC1)N1N=C(C=C1O)C 1-[4-(4-cyanophenyl)thiazol-2-yl]-3-methyl-1H-pyrazol-5-ol